C(C)(CC)NC1=CC=C(C=C1)NC(C)CC N,N'-di-secondary-Butyl-para-phenylenediamine